3-(2-(4-chloro-3-fluorophenoxy)acetamido)-N-(2-(4-chloro-3-fluorophenyl)-2-oxoethyl)bicyclo[1.1.1]pentane-1-carboxamide ClC1=C(C=C(OCC(=O)NC23CC(C2)(C3)C(=O)NCC(=O)C3=CC(=C(C=C3)Cl)F)C=C1)F